tert-butyl (3R)-3-(hydroxymethyl)-4-methyl-piperazine-1-carboxylate OC[C@H]1CN(CCN1C)C(=O)OC(C)(C)C